C(C)OC(=O)C1=NC(=NC(=C1N)C1=C2C=NN(C2=CC=C1C)C1OCCCC1)C1=CC(=NC=C1N)Cl 5-amino-2-(5-amino-2-chloro-4-pyridinyl)-6-(5-methyl-1-tetrahydropyran-2-yl-indazol-4-yl)pyrimidine-4-carboxylic acid ethyl ester